N'-hydroxy-8-methyl-4-oxo-2-(trifluoromethyl)pyrido[1,2-a]pyrimidine-3-carboximidamide ON=C(N)C1=C(N=C2N(C1=O)C=CC(=C2)C)C(F)(F)F